C(C)(=O)[O-].C(CCC)[N+]1=CC(=CC=C1)CCCC 1,3-dibutylpyridinium acetate